N-(7-methoxy-4-(1-methyl-3-phenyl-1H-pyrazol-4-yl)quinazolin-6-yl)azetidine-2-carboxamide COC1=C(C=C2C(=NC=NC2=C1)C=1C(=NN(C1)C)C1=CC=CC=C1)NC(=O)C1NCC1